(pyridin-3-yl)-[1,1':4',1''-terphenyl]-2'-carbonitrile N1=CC(=CC=C1)C1=C(C=CC=C1)C=1C(=CC(=CC1)C1=CC=CC=C1)C#N